C(#C)C1=CC=C(C=C1)[C@H](C)NC(=O)[C@H]1N(C[C@@H](C1)O)C([C@H](C(CCNS(=O)(=O)C)(C)C)NC(OC1=CC=CC=C1)=O)=O Phenyl ((S)-1-((2S,4R)-2-(((S)-1-(4-ethynylphenyl) ethyl) carbamoyl)-4-hydroxypyrrolidin-1-yl)-3,3-dimethyl-5-(methylsulfonamido)-1-oxopentan-2-yl)carbamate